Cl.C(C)C1(CC=C(C(=O)O)C=C1)F 4-Ethyl-4-fluorobenzoate hydrochloride